3-(5-(7-((2-oxa-7-azaspiro[3.5]nonan-7-yl)methyl)imidazo[1,5-a]pyridin-5-yl)-1-oxoisoindolin-2-yl)piperidine-2,6-dione C1OCC12CCN(CC2)CC2=CC=1N(C(=C2)C=2C=C3CN(C(C3=CC2)=O)C2C(NC(CC2)=O)=O)C=NC1